methylsulfinylphenylboronic acid CS(=O)C1=C(C=CC=C1)B(O)O